ClC=1C=C(C=CC1)C(C(OC(=O)N[C@H](C(=O)O)CCCC)C=1C=NC=CC1)(F)F (2S)-2-(((2-(3-chlorophenyl)-2,2-difluoro-1-(pyridin-3-yl)ethoxy)carbonyl)amino)hexanoic acid